N[C@]1(CN(C[C@@H]1C1C(C)B1)C([C@@H](NC(=O)OCC1=CC=CC=C1)C)=O)C(=O)O (3R,4S)-3-amino-1-(((phenylmethoxy)carbonyl)-L-alanyl)-4-(3-boranopropyl)pyrrolidine-3-carboxylic acid